benzo[b]thiophen-2-ylboronic acid S1C2=C(C=C1B(O)O)C=CC=C2